CN(C)CC=1C(=C(SC1)CCC1=C2C(=NN=C(C2=CC(=C1OC)OC)N)C(C)C)C1=CC=CC=C1 5-(2-((dimethyl-amino)methyl-(phenyl)thiophen-2-yl)ethyl)-4-isopropyl-6,7-dimethoxyphthalazin-1-amine